2,2,2-trifluoro-N-[rac-(3S,4R)-1,3-dimethyl-4-piperidyl]acetamide FC(C(=O)N[C@H]1[C@H](CN(CC1)C)C)(F)F |r|